O1CC(CC1)N1N=C2C=NC(=CC2=C1)C(=O)N (tetrahydro-furan-3-yl)-2H-pyrazolo[3,4-c]pyridine-5-carboxamide